(3,3-difluoro-4,4-dimethyl-pyrrolidin-1-yl)-2-(2,4-dimethoxypyrimidin-5-yl)pyrazolo[3,4-c]pyridine FC1(CN(CC1(C)C)C=1N(N=C2C=NC=CC21)C=2C(=NC(=NC2)OC)OC)F